CN1C(=CC=C1C=O)C=O 1-methyl-1H-pyrrole-2,5-dicarbaldehyde